(2S,3S)-2-amino-N-(5-azidopentyl)-3-(benzyloxy)butanamide N[C@H](C(=O)NCCCCCN=[N+]=[N-])[C@H](C)OCC1=CC=CC=C1